NCCOCCOCCC(=O)NC1=C(C(=O)NC2=NC=C(C=N2)C)C=CC=C1 2-(3-(2-(2-aminoethoxy)ethoxy)propanamido)-N-(5-methylpyrimidin-2-yl)benzamide